ClC=1C=C(C=CC1)N1C[C@H](CC1=O)C(=O)O (3s)-1-(3-chlorophenyl)-5-oxopyrrolidine-3-carboxylic acid